C(CC(C)CCC=C(C)C)(=O)OCC(CO)(C)C 3-hydroxy-2,2-dimethylpropyl citronellate